C(C)(C)(C)OC(=O)N1CC(C(CC1)(F)F)C1=NC=C(N=C1)OCC1=CC=CC=C1 3-(5-(benzyloxy)pyrazin-2-yl)-4,4-difluoropiperidine-1-carboxylic acid tert-butyl ester